CC12C3=NC=4C(N=C3C(CC1)C2(C)C)=C(N=NC4N)N 6,11,11-trimethyl-6,7,8,9-tetrahydro-6,9-methano-pyridazino[4,5-b]quinoxaline-1,4-diamine